C(C)(C)(C)OC(=O)N1C[C@H](CC1)OC1=NC(=CC=C1C(C)=O)N1C=NC2=C1C=CC(=C2)NC=2N=NC(=CC2)C (3S)-3-[[3-acetyl-6-[5-[(6-methylpyridazin-3-yl)amino]benzimidazol-1-yl]-2-pyridinyl]oxy]pyrrolidine-1-carboxylic acid tert-butyl ester